6-((1S,2S)-2-(3-Cyano-1H-pyrazol-1-yl)cyclobutyl)-4-oxo-1-((S)-1-(6-(trifluoromethyl)pyridin-3-yl)ethyl)-4,5-dihydro-1H-pyrazolo[3,4-d]pyrimidin-3-carbonitril C(#N)C1=NN(C=C1)[C@@H]1[C@H](CC1)C=1NC(C2=C(N1)N(N=C2C#N)[C@@H](C)C=2C=NC(=CC2)C(F)(F)F)=O